CC1=C(NC=2N=NC(=CC21)C2=C(C=CC=C2)O)C2(C[C@H]1COC[C@@H](C2)N1)C 2-(5-methyl-6-((1R,5S)-7-methyl-3-oxa-9-azabicyclo[3.3.1]nonan-7-yl)-7H-pyrrolo[2,3-c]pyridazin-3-yl)phenol